(S)-4-(2-(4-(Biphen-4-yl)thiazol-2-yl)-2-pivalamidoethyl)phenylsulfamic acid C1(=CC=C(C=C1)C1=CC=CC=C1)C=1N=C(SC1)[C@H](CC1=CC=C(C=C1)NS(O)(=O)=O)NC(C(C)(C)C)=O